BrCCOCCOCCOC 1-(2-Bromoethoxy)-2-(2-methoxyethoxy)ethane